C(C)(=O)O[IH]=1OC=C2C1C=CC=C2 1lambda5,2-benziodaoxol-1-yl acetate